COC=1C(=NC(=NC1N1CCN(CC1)S(=O)(=O)C)C=C)C1=CC=C(C#N)C=C1 4-(5-methoxy-6-(4-(methylsulfonyl)piperazin-1-yl)-2-vinyl-pyrimidin-4-yl)benzonitrile